(4-((1H-indazol-5-yl)ethynyl)-[2,4'-bipyrimidinyl]-2'-yl)-5,6-dihydro-4H-pyrrolo[3,4-d]thiazole N1N=CC2=CC(=CC=C12)C#CC1=NC(=NC=C1)C1=NC(=NC=C1)C=1SC2=C(N1)CNC2